N-[6-(2-fluorophenoxy)-8-methyl-7-oxo-7,8-dihydropyrido[2,3-d]pyrimidin-2-yl]-β-alanine ethyl ester C(C)OC(CCNC=1N=CC2=C(N1)N(C(C(=C2)OC2=C(C=CC=C2)F)=O)C)=O